CC1(C=CC=C1)[Y](C1(C=CC=C1)C)C1(C=CC=C1)C.[Y] yttrium tris(methylcyclopentadienyl)yttrium